(S)-4-(cyclopropylethynyl)-4-(1,1-difluoroethyl)-6-fluoro-7-((3-(methoxymethyl)-1H-pyrazol-1-yl)methyl)-3,4-dihydroquinazolin-2(1H)-one C1(CC1)C#C[C@@]1(NC(NC2=CC(=C(C=C12)F)CN1N=C(C=C1)COC)=O)C(C)(F)F